FC=1C(=NC(=C(C1)F)F)OCN1N=C2C=CC=CC2=C1 ((3,5,6-trifluoropyridine-2-yl)oxy)methyl-2H-indazole